4-chloro-N-((1-(3-chloropyrazin-2-yl)cyclobutyl)methyl)-3-fluoroaniline ClC1=C(C=C(NCC2(CCC2)C2=NC=CN=C2Cl)C=C1)F